NC1(C(C1)Cl)C(=O)O 1-amino-2-chloro-cyclopropanecarboxylic acid